C(C)(C)(C)OC(=O)NC1=CC=C(C2=C1NC(=N2)C(F)(F)F)C(=O)O 7-((tert-butoxycarbonyl)amino)-2-(trifluoromethyl)-1H-benzo[d]imidazole-4-carboxylic acid